BrC=1C(=CC=2N(C1)C=C(N2)COC)OC 6-bromo-7-methoxy-2-(methoxymethyl)imidazo[1,2-a]Pyridine